NC(C(=O)NC1=C(C=C(C=C1)C=1SC2=C(N1)C=C(C=C2)F)C)CCCCN 2,6-Diamino-N-[4-(5-fluorobenzothiazol-2-yl)-2-methylphenyl]hexanamide